1,2-ditetradecyl-sn-glycerol C(CCCCCCCCCCCCC)OC[C@@H](OCCCCCCCCCCCCCC)CO